S1C(=NC2=C1C=CC=C2)CN2CCN(CC2)C2=NC(=CC=C2C#N)C2CC2 2-[4-(1,3-benzothiazol-2-ylmethyl)piperazin-1-yl]-6-cyclopropyl-pyridine-3-carbonitrile